2,5-dimethyl-6-oxoheptanoic acid CC(C(=O)O)CCC(C(C)=O)C